OC=1N=NC(=C2C1N=CC=C2)C2=C(C=C(C=O)C=C2)OC 4-(8-hydroxypyrido[2,3-d]pyridazin-5-yl)-3-methoxybenzaldehyde